N'-(1-methyl-4-pyrrolidin-1-ylpyrazolo[3,4-d]pyrimidin-6-yl)-1-phenylethane-1,2-diamine CN1N=CC=2C1=NC(=NC2N2CCCC2)NCC(N)C2=CC=CC=C2